C(C)N1C=NC2=C1C(=C(C=C2)I)F 1-ethyl-7-fluoro-6-iodo-1,3-benzodiazole